N1(CCOCC1)CCC(=O)O 3-(morpholin-4-yl)propionic acid